cyano-[9-(5-fluoro-pyridin-2-yl)-6-oxaspiro[4.5]decan-9-yl]-ethyl acetate C(C)(=O)OCC(C1(CCOC2(CCCC2)C1)C1=NC=C(C=C1)F)C#N